ClC1=C(C=CC(=C1)O)C=1C2CC(C(C1C1=C(C=C(C=C1)O)Cl)O2)S(=O)(=O)N(C2=CC=C(C=C2)OC)CC2CCC2 5,6-bis(2-chloro-4-hydroxyphenyl)-N-(cyclobutylmethyl)-N-(4-methoxyphenyl)-7-oxabicyclo[2.2.1]hept-5-ene-2-sulfonamide